1-((2R,4S)-4-(4-amino-3-((1-ethyl-2-methyl-1H-benzo[d]imidazol-5-yl)ethynyl)-1H-pyrazolo[3,4-d]pyrimidin-1-yl)-2-(methoxymethyl)pyrrolidin-1-yl)prop-2-en-1-one NC1=C2C(=NC=N1)N(N=C2C#CC2=CC1=C(N(C(=N1)C)CC)C=C2)[C@H]2C[C@@H](N(C2)C(C=C)=O)COC